O[C@@H](CCOC(C[C@@H](C)O)=O)C R-3-hydroxybutyric acid-R-3-hydroxybutyl ester